O1CC(C1)N1CCC(CC1)NC(C1=CC(=CC=C1)CN1C(C2=CC=C(C=C2C=C1)C=1C(=NNC1)C(F)(F)F)=O)=O N-(1-(Oxetan-3-yl)piperidin-4-yl)-3-((1-oxo-6-(3-(trifluoromethyl)-1H-pyrazol-4-yl)isoquinolin-2(1H)-yl)methyl)benzamide